ClC=1C=C(C=CC1Cl)N1CN=CC2=C1[C@H]1CC[C@@H](C2)N1 (6S,9R)-N-(3,4-dichlorophenyl)-6,7,8,9-tetrahydro-5H-6,9-epiminocyclohepta[d]pyrimidine